3-fluoro-4-(4-(5-(hydroxymethyl)-2,3-dihydro-1H-inden-1-yl)piperazin-1-yl)benzonitrile FC=1C=C(C#N)C=CC1N1CCN(CC1)C1CCC2=CC(=CC=C12)CO